CN(C1CCC(CC1)NC1=NC=C2C(=N1)N(C(N(C2)C2=CC(=C(C=C2)NS(=O)(=O)CCC(F)(F)F)F)=O)C(C)C)C N-(4-(7-(((1r,4r)-4-(dimethylamino)cyclohexyl)amino)-1-isopropyl-2-oxo-1,4-dihydropyrimido[4,5-d]pyrimidin-3(2H)-yl)-2-fluorophenyl)-3,3,3-trifluoropropane-1-sulfonamide